bis(2-benzoxazolyl)stilbene O1C(=NC2=C1C=CC=C2)C(=C(C2=CC=CC=C2)C=2OC1=C(N2)C=CC=C1)C1=CC=CC=C1